N6-(L-prolyl-L-alanyl-L-lysyl)-N2-[[(3S)-1,2,3,4-tetrahydro-6,7-dihydroxy-1,1-dimethyl-3-isoquinolinyl]carbonyl]-L-lysine hydrochloride Cl.N1[C@@H](CCC1)C(=O)N[C@@H](C)C(=O)N[C@@H](CCCCN)C(=O)NCCCC[C@H](NC(=O)[C@H]1NC(C2=CC(=C(C=C2C1)O)O)(C)C)C(=O)O